(4s,5s)-5-((s)-5H-imidazo[5,1-a]isoindol-5-yl)-2-methyl-4,5,6,7-tetrahydro-2H-indazol-4-ol C=1N=CN2C1C1=CC=CC=C1[C@@H]2[C@H]2[C@@H](C1=CN(N=C1CC2)C)O